3,5,6-trimethyl-2,5-cyclohexadiene-1,4-dione CC1=CC(C(=C(C1=O)C)C)=O